(3-methylpiperidin-3-yl)methanol CC1(CNCCC1)CO